Silver decanoate C(CCCCCCCCC)(=O)[O-].[Ag+]